ClC=1C=C(C=CC1Cl)C=1N(C(=CC(C1C(=O)O)=O)CN1N=C(C=C1)OC)CC 2-(3,4-dichlorophenyl)-1-ethyl-6-[(3-methoxypyrazol-1-yl)methyl]-4-oxo-pyridine-3-carboxylic acid